N1C(=CC=C1)C(=O)N1CCN(CC1)C1=CC=C(C=O)C=C1 4-{4-[(1H-pyrrol-2-yl)carbonyl]piperazin-1-yl}benzaldehyde